N-(dimethoxypropylsilyl)-N-ethyl-cyclohexanamine COC(CC[SiH2]N(C1CCCCC1)CC)OC